(±)-tert-butyl 4-[5-[2-[3-[2-[2-[2-[2-(2-aminoethoxy)ethoxy]ethoxy]ethoxy]ethoxy]-4,5-dimethoxyanilino]pyrimidin-4-yl]-2-pyridyl]-2-ethyl-piperazine-1-carboxylate NCCOCCOCCOCCOCCOC=1C=C(NC2=NC=CC(=N2)C=2C=CC(=NC2)N2C[C@H](N(CC2)C(=O)OC(C)(C)C)CC)C=C(C1OC)OC |r|